FC=1C=CC(=C(CC=2C(N(C=CC2)C)=O)C1)O 3-(5-fluoro-2-hydroxybenzyl)-1-methylpyridin-2(1H)-one